N=1C=NN2C1C=C(C=C2)OC2=C(C=C(C=C2)NC2=NC=NC1=CC=C(C=C21)N2[C@H](CN(CC2)C(C=C)=O)C)C (S)-1-(4-(4-((4-([1,2,4]triazolo[1,5-a]pyridin-7-yloxy)-3-methylphenyl)amino)quinazolin-6-yl)-3-methylpiperazin-1-yl)prop-2-en-1-one